ClC=1C=C2C=CC(=CC2=CC1)N(CC)CC=1N=NNC1C(=O)O 4-(((6-chloronaphthalen-2-yl)(ethyl)amino)methyl)-1H-1,2,3-triazole-5-carboxylic acid